methyl (2S)-2-[benzyloxycarbonyl-[(2R)-2,4-diamino-4-oxo-butyl]amino]propanoate C(C1=CC=CC=C1)OC(=O)N([C@H](C(=O)OC)C)C[C@@H](CC(=O)N)N